ETHYL (E)-(2-(2-(4-(2-(4-(3-(4-((2,4-BIS(TRIFLUOROMETHYL)BENZYL)OXY)-3-METHOXYPHENYL)-2-CYANOACRYLOYL)PIPERAZIN-1-YL)ETHOXY)-2-CHLOROPHENYL)THIAZOL-4-YL)ACETYL)GLYCINATE FC(C1=C(COC2=C(C=C(C=C2)/C=C(/C(=O)N2CCN(CC2)CCOC2=CC(=C(C=C2)C=2SC=C(N2)CC(=O)NCC(=O)OCC)Cl)\C#N)OC)C=CC(=C1)C(F)(F)F)(F)F